2'-Hydroxy-4-methyl-chalcone OC1=C(C(/C=C/C2=CC=C(C=C2)C)=O)C=CC=C1